ethyl [1,2,4]triazolo[4,3-a]pyridine-3-carboxylate N=1N=C(N2C1C=CC=C2)C(=O)OCC